OC=1C=C(C=CC1O)CCN1C(C(CC1=O)(O)CC(=O)O)=O {1-[2-(3,4-dihydroxyphenyl)ethyl]-3-hydroxy-2,5-dioxotetrahydro-1H-pyrrol-3-yl}acetic acid